C(C)(C)(C)OC(=O)NCC(CNC(OC(C)(C)C)=O)=O Tert-butyl N-[3-(tert-butoxycarbonylamino)-2-oxo-propyl]carbamate